C(C=C)OC=1C=C(C=CC1)[C@@H]1C[C@@H](CC1)OC[C@@H]1NCCC[C@@H]1NS(=O)(=O)C N-((2R,3S)-2-((((1R,3S)-3-(3-(allyloxy)phenyl)cyclopentyl)oxy)methyl)piperidin-3-yl)methanesulfonamide